N-(2-chloro-6-methylpyrimidin-4-yl)-4-nitro-2-(6-azaspiro[2.5]oct-6-yl)benzamide ClC1=NC(=CC(=N1)NC(C1=C(C=C(C=C1)[N+](=O)[O-])N1CCC2(CC2)CC1)=O)C